ClC1=CC=C2C(=N1)N=C(O2)N2CCN(CC2)C(=O)C2=CC=C(C=C2)C=2N=NN(N2)CC(C)(C)C (4-(5-chlorooxazolo[4,5-b]pyridin-2-yl)piperazin-1-yl)(4-(2-neopentyl-2H-tetrazol-5-yl)phenyl)methanone